CNO l-N-methyl-hydroxylamine